C(CCC(=O)[O-])(=O)OC1CC(CC(C1)C)(C)C 3,3,5-Trimethylcyclohexyl Succinate